ClC(=O)C1=C(C(=O)O)C=C(C(=C1)C(=O)Cl)C(=O)Cl 2,4,5-trichlorocarbonyl-benzoic acid